COC(=O)C1=CC(=C2C=CN=C(C2=C1)Cl)OC 1-chloro-5-methoxyisoquinoline-7-carboxylic acid methyl ester